1-cyanomethyl-N-[3-(7-{[(3S,4R)-3-fluoro-1-methylpiperidin-4-yl]amino}-3-(2,2,2-trifluoroethyl)pyrazolo[1,5-a]pyridin-2-yl)prop-2-yn-1-yl]-1H-pyrazole-4-carboxamide C(#N)CN1N=CC(=C1)C(=O)NCC#CC1=NN2C(C=CC=C2N[C@H]2[C@H](CN(CC2)C)F)=C1CC(F)(F)F